ClCC(C[C@]1(N([C@@H]([C@@H](C1)O)C)C(=O)OC(C)(C)C)C(=O)OC)=C 1-(tert-butyl) 2-methyl (2R,4R,5R)-2-(2-(chloromethyl) allyl)-4-hydroxy-5-methylpyrrolidine-1,2-dicarboxylate